4-Chloro-8-(2,3,5-trifluorophenyl)quinoline-3-carboxylic acid chloride ClC1=C(C=NC2=C(C=CC=C12)C1=C(C(=CC(=C1)F)F)F)C(=O)Cl